7-(6-((1r,3r)-3-((6-iodopyridin-3-yl)oxy)cyclobutoxy)pyridin-3-yl)-5H-pyrido[4,3-b]indole IC1=CC=C(C=N1)OC1CC(C1)OC1=CC=C(C=N1)C=1C=CC=2C3=C(NC2C1)C=CN=C3